N-[[1-[4-(pentafluoro-lambda6-sulfanyl)phenyl]-4-[rac-(1R)-1,2-dihydroxyethyl]pyrazolo[3,4-b]pyridin-3-yl]methyl]prop-2-enamide FS(C1=CC=C(C=C1)N1N=C(C=2C1=NC=CC2[C@H](CO)O)CNC(C=C)=O)(F)(F)(F)F |r|